COC1=CC=C(CNC(OC2=CC=C(C=C2)[N+](=O)[O-])=O)C=C1 4-nitrophenyl (4-methoxybenzyl)carbamate